7-bromo-4-chloro-8-fluoro-3-nitro-1,6-naphthyridine BrC1=NC=C2C(=C(C=NC2=C1F)[N+](=O)[O-])Cl